1-(3-((9-(4-(tert-butyl)pyridin-2-yl)-9H-carbazol-2-yl)oxy)phenyl)-3-methyl-5-phenoxy-1H-imidazol-3-ium tetrafluoroborate F[B-](F)(F)F.C(C)(C)(C)C1=CC(=NC=C1)N1C2=CC=CC=C2C=2C=CC(=CC12)OC=1C=C(C=CC1)N1C=[N+](C=C1OC1=CC=CC=C1)C